N1=CN=CCC1=O pyrimidin-6(5H)-one